O1CCC(CC1)CN1C[C@@H]2[C@H](C1)CC(C2)CNC=2N=NC(=CC2)C=2N(N=CC2C)C N-[[(3aR,5s,6aS)-2-(tetra-hydropyran-4-ylmethyl)-3,3a,4,5,6,6a-hexahydro-1H-cyclopenta[c]pyrrol-5-yl]methyl]-6-(2,4-dimethylpyrazol-3-yl)pyridazin-3-amine